NC=1C(NC(N(N1)C1=CC(=C(C(=C1)Cl)CC=1OC(N(N1)C(C)C)=O)Cl)=O)=O 6-amino-2-(3,5-dichloro-4-((4-isopropyl-5-oxo-4,5-dihydro-1,3,4-oxadiazol-2-yl)methyl)phenyl)-1,2,4-triazine-3,5(2H,4H)-dione